2-methyl-1H-benzo[d]imidazol-5-amine CC1=NC2=C(N1)C=CC(=C2)N